tert-butyl (S)-(1-(methoxy(methyl)amino)-1-oxo-3-(pyridin-3-yl)propan-2-yl)carbamate CON(C([C@H](CC=1C=NC=CC1)NC(OC(C)(C)C)=O)=O)C